COC=1C=C(C=CC1OCC=1C=NC(=CC1)CCC)NC1=C(C=2N=C(C=NC2C=C1)N1CCOCC1)C#N 6-((3-methoxy-4-((6-propylpyridin-3-yl)methoxy)phenyl)amino)-3-morpholinoquinoxaline-5-carbonitrile